1-(2,2-difluorovinyl)-4-methoxybenzene FC(=CC1=CC=C(C=C1)OC)F